Br.C(C=1C(O)=CC=CC1)(=O)O salicylic acid hydrobromide